[Cu].C(C=1C(O)=CC=CC1)(=O)O Salicylic acid copper